Cl.FC(C1=C(C=CC=C1C)C=1CCCC2=C(C1C1=CC=C(C=C1)CC1CN(C1)CCCF)C=CC(=C2)C(=O)O)F 8-(2-(difluoromethyl)-3-methylphenyl)-9-(4-((1-(3-fluoropropyl)azetidin-3-yl)methyl)phenyl)-6,7-dihydro-5H-benzo[7]annulene-3-carboxylic acid, hydrochloride